C(CCCCCCCCCCCCCCC)N1CN(C=C1)C 3-hexadecyl-1-methyl-1H-imidazole